N-(2-(N,N-bis(2,4-dimethoxybenzyl)sulfamoyl)pyridin-4-yl)-3-(4,4-difluoroazepan-1-yl)quinoxaline-2-carboxamide COC1=C(CN(S(=O)(=O)C2=NC=CC(=C2)NC(=O)C2=NC3=CC=CC=C3N=C2N2CCC(CCC2)(F)F)CC2=C(C=C(C=C2)OC)OC)C=CC(=C1)OC